C(C)(=O)[O-].[Pd+2].[Pd+2].C(C)(=O)[O-].C(C)(=O)[O-].C(C)(=O)[O-] Dipalladium acetate